(3aR,6aS)-5-methylhexahydropyrrolo[3,4-c]pyrrol CN1C[C@H]2[C@@H](C1)CNC2